1H-pyrazole-3-formonitrile N1N=C(C=C1)C#N